1-i-propyl-N-(1-(4-(6-oxo-1-(tetrahydrofuran-3-yl)-1,6-dihydropyrimidin-5-yl)phenyl)cyclopropyl)-1H-pyrazolo[3,4-d]pyrimidine-6-carboxamide C(C)(C)N1N=CC=2C1=NC(=NC2)C(=O)NC2(CC2)C2=CC=C(C=C2)C2=CN=CN(C2=O)C2COCC2